sodium 10-hydroxyundecylcarboxylate OC(CCCCCCCCCC(=O)[O-])C.[Na+]